BrCC1CCC(CC1)OC 1-(bromomethyl)-4-methoxy-cyclohexane